C12(CC(C1)C2)NC(OC[C@H]2O[C@@H]([C@@H]([C@H]([C@H]2O)O)O)OC[C@@H]([C@@H]([C@@H](CCCCCCCCCCCCCC)O)O)N)=O ((2R,3R,4S,5R,6S)-6-(((2S,3S,4R)-2-amino-3,4-dihydroxyoctadecyl)oxy)-3,4,5-trihydroxytetrahydro-2H-pyran-2-yl)methyl bicyclo[1.1.1]pentan-1-ylcarbamate